FC=1C=C(C=CC1)N(CC(=O)OCC)C Ethyl 2-[(3-fluorophenyl)(methyl)amino]acetate